C(#N)[C@]1(CC12CC2)C=2C=C1C=C(N=CC1=CC2)NC(=O)[C@@H]2[C@@H]([C@H]2C=2C=NN(C2)C)C (1R,2R,3R)-N-(6-((S)-1-cyanospiro[2.2]pentan-1-yl)isoquinolin-3-yl)-2-methyl-3-(1-methyl-1H-pyrazol-4-yl)cyclopropane-1-carboxamide